1-(2-(Difluoromethyl)-4-(2,3-dimethylphenyl)piperazin-1-yl)-2-((3bR,4aR)-4-(4-hydroxypiperidin-1-carbonyl)-3b,4,4a,5-tetrahydro-1H-cyclopropa[3,4]cyclopenta[1,2-c]pyrazol-1-yl)ethanon FC(C1N(CCN(C1)C1=C(C(=CC=C1)C)C)C(CN1N=CC2=C1C[C@@H]1[C@@H]2C1C(=O)N1CCC(CC1)O)=O)F